N-(5-Methoxypyrimidin-2-yl)-6-methyl-7,8-dihydro-6H-cyclopenta[e][1,2,4]triazolo[4,3-a]pyridine-4-carboxamide COC=1C=NC(=NC1)NC(=O)C=1C=2N(C3=C(C1)C(CC3)C)C=NN2